CS(=O)(=O)C1=CC=C(C=C1)C1=CC(=NC2=C(N=CC=C12)C=1NN=CC1)N1[C@@H](COCC1)C 4-(4-Methanesulfonylphenyl)-2-((R)-3-methylmorpholin-4-yl)-8-(2H-pyrazol-3-yl)-[1,7]naphthyridine